N-(5-cyclopropyl-1H-pyrazol-3-yl)-2-(8-methyl-2,8-diazaspiro[3.5]nonan-2-yl)pyrimidin-4-amine C1(CC1)C1=CC(=NN1)NC1=NC(=NC=C1)N1CC2(C1)CCCN(C2)C